5-[1-(3-Hydroxy-2,2-dimethylpropyl)-1H-pyrazol-4-yl]-6-chinolin-7-ylpyridin-2-carbonitril OCC(CN1N=CC(=C1)C=1C=CC(=NC1C1=CC=C2C=CC=NC2=C1)C#N)(C)C